C(C)CC(CCCCCC)=O ethyl-2-octanal